[Na+].[Na+].[Cr](=O)(=O)([O-])[O-] chromic acid disodium salt